BicyclobutaneCarboxylic Amide C1(CCC1)(C1CCC1)C(=O)N